2-(1-(2,6-dichloropyridin-4-yl)-3-methylene-cyclobutanecarbonyl)-N-methylhydrazinecarbothioamide ClC1=NC(=CC(=C1)C1(CC(C1)=C)C(=O)NNC(NC)=S)Cl